2-(thiophene-2-yl)phenol S1C(=CC=C1)C1=C(C=CC=C1)O